O1C(=CC=C1)C[C@@H](C(=O)O)NC (S)-3-(furan-2-yl)-2-(methylamino)propanoic acid